ClC=1C(=NC=CC1SC=1N=CC(=NC1)N1CCC2(CC1)[C@@H](C1=CC=CC=C1C2)N)OC (S)-1'-(5-((3-chloro-2-methoxypyridin-4-yl)thio)pyrazin-2-yl)-1,3-dihydrospiro[indene-2,4'-piperidin]-1-amine